CC=1C2=C(N=CN1)N(C1=C2C=CS1)[C@H]1[C@H](O)[C@H](O)[C@H](O1)CO 4-Methyl-8-(β-D-ribofuranosyl)-8H-thieno[3',2':4,5]pyrrolo[2,3-d]pyrimidine